NC1CC(CC1)COC=1C(C=C(OC1)CN1CC2=CC=CC=C2C1)=O 5-((3-aminocyclopentyl)methoxy)-2-(isoindolin-2-ylmethyl)-4H-pyran-4-one